(3aR,5s,6aS)-N-(6-(5-cyclopropyl-2-fluorophenyl)-4-(trifluoromethyl)pyridazin-3-yl)-2-((tetrahydro-2H-pyran-4-yl)methyl)octahydro-cyclopenta[c]pyrrol-5-amine C1(CC1)C=1C=CC(=C(C1)C1=CC(=C(N=N1)NC1C[C@@H]2[C@@H](CN(C2)CC2CCOCC2)C1)C(F)(F)F)F